Ethyl-Trimethylammonium isopropyl-isostearate (isopropyl-isostearate) C(C)(C)C(C(=O)[O-])CCCCCCCCCCCCCC(C)C.C(C)(C)OC(CCCCCCCCCCCCCCC(C)C)=O.C(C)[N+](C)(C)C